methylquinoline-2,6-diamine CC=1C(=NC2=CC=C(C=C2C1)N)N